CC=1N(C=C(N1)C1=CC(=NC=C1)C(F)(F)F)CC(=O)NC1=NC=C(C=C1)C1=NC=CN=C1 2-[2-methyl-4-[2-(trifluoromethyl)-4-pyridyl]imidazol-1-yl]-N-(5-pyrazin-2-yl-2-pyridyl)acetamide